8-hydroxy-7-(5H-imidazo[5,1-a]isoindol-5-yl)-5,6,7,8-tetrahydroquinoline-3-carbonitrile OC1C(CCC=2C=C(C=NC12)C#N)C1N2C(C3=CC=CC=C13)=CN=C2